(Z)-1-(2-chloro-6-iodophenyl)-3,3-diethyltriaz-1-ene ClC1=C(C(=CC=C1)I)\N=N/N(CC)CC